methyl (2S,3S,4S,5R,6S)-3,4,5-triacetoxy-6-[4-(hydroxymethyl)-2-nitro-phenoxy]tetrahydropyran-2-carboxylate C(C)(=O)O[C@@H]1[C@H](O[C@H]([C@@H]([C@H]1OC(C)=O)OC(C)=O)OC1=C(C=C(C=C1)CO)[N+](=O)[O-])C(=O)OC